N1(C(CCCC1)NC(=O)[O-])N1CCCCC1 bipiperidinylcarbamate